N=NC(=NN)S(=O)(=O)Cl formazanSulfonyl chloride